ricinoleic acid potassium salt [K+].C(CCCCCCC\C=C/C[C@H](O)CCCCCC)(=O)[O-]